COCCOCCN1N=NC(=C1)CCOCCOCCOCCN 2-(2-(2-(2-(1-(2-(2-methoxyethoxy)ethyl)-1H-1,2,3-triazol-4-yl)ethoxy)ethoxy)ethoxy)ethan-1-amine